FC1=C(OC=2C=C3C(N(C=NC3=CC2)C2CC3(C2)CCN(CC3)C(=O)OC(C)(C)C)=O)C(=CC=C1NC(C(F)(F)F)=O)F tert-butyl 2-[6-[2,6-difluoro-3-[(2,2,2-trifluoroacetyl)amino]phenoxy]-4-oxo-quinazolin-3-yl]-7-azaspiro[3.5]nonane-7-carboxylate